4-(2-amino-ethyl)-aniline NCCC1=CC=C(N)C=C1